ClC1=CC=C(C[C@@H]2N(C[C@H](N(C2)C)CC)C2CCN(CC2)C2=NC=CC=C2)C=C1 (S)-1-((2R,5S)-5-(4-chlorobenzyl)-1-methyl-4-(1-(pyridin-2-yl)piperidin-4-yl)piperazin-2-yl)ethan